[N+](#[C-])C1=CC=C(C(=O)Cl)C=C1 4-isocyanobenzoyl chloride